C(=CC)P(C=CC)C=CC tripropenyl-phosphine